CC1=C(C=C(C(=O)OCC)C=C1)[C@H]1CNCC1 ethyl (S)-4-methyl-3-(pyrrolidin-3-yl)benzoate